C(C)(C)(C)OC(=O)N1CCC(CC1)OC1=C(C=C(C=C1)C(=O)OC)CP(=O)(OC)OC 4-(2-((dimethoxyphosphoryl)methyl)-4-(methoxycarbonyl)phenoxy)piperidine-1-carboxylic acid tert-butyl ester